OC=1C(C(=CN2C1C(N1CCC[C@@]3([C@H]2C1)CC(=NO3)OC)=O)C(=O)NCC3=C(C=C(C=C3F)F)F)=O (5S,7'R)-12'-hydroxy-3-methoxy-1',11'-dioxo-N-(2,4,6-trifluorobenzyl)-1',4',5',11'-tetrahydro-3'H,4H,7'H-spiro[isoxazole-5,6'-[2,7]methanopyrido[1,2-a][1,4]diazonine]-10'-carboxamide